2-(6-amino-5-(3,8-diazabicyclo[3.2.1]octan-3-yl)pyridazin-3-yl)-4-fluorophenol NC1=C(C=C(N=N1)C1=C(C=CC(=C1)F)O)N1CC2CCC(C1)N2